phenanthroline 4-(8-hydroxy-5-quinolinylazo)benzenesulfonate (S)-11-BENZYL-1-(9H-FLUOREN-9-YL)-3,6,9,12,15-PENTAOXO-2-OXA-4,7,10,13,16-PENTAAZAHEPTADECAN-17-YL-ACETATE C(C1=CC=CC=C1)[C@H](NC(CNC(CNC(OCC1C2=CC=CC=C2C=2C=CC=CC12)=O)=O)=O)C(NCC(NCCC(=O)O)=O)=O.OC=1C=CC(=C2C=CC=NC12)N=NC1=CC=C(C=C1)S(=O)(=O)O.N1=CC=CC2=CC=C3C=CC=NC3=C12